diisopropyl adipate bis(2-ethylhexyl)adipate C(C)C(COC(CCCCC(=O)OCC(CCCC)CC)=O)CCCC.C(CCCCC(=O)OC(C)C)(=O)OC(C)C